C(C)C(CS(CC(CCCC)CC)CC(=O)O)CCCC di(2-ethylhexyl)mercaptoacetic acid